(5R,8R)-N-(2,3-dichlorobenzyl)-5-fluoro-8-hydroxy-5,6,7,8-tetrahydroquinoline-5-carboxamide ClC1=C(CNC(=O)[C@@]2(C=3C=CC=NC3[C@@H](CC2)O)F)C=CC=C1Cl